N-(2,6-dioxopiperidin-3-yl)-2-(N-methylacetamido)thiophene-3-carboxamide O=C1NC(CCC1NC(=O)C1=C(SC=C1)N(C(C)=O)C)=O